tert-butyl N-[1-(hydroxymethyl)cyclobutyl]carbamate OCC1(CCC1)NC(OC(C)(C)C)=O